1-(1,3-bis(oleoyloxy)propan-2-yl) 5-(4-(hydroxymethyl)-2,6-dimethylphenyl) 3-methylpentanedioate CC(CC(=O)OC(COC(CCCCCCC\C=C/CCCCCCCC)=O)COC(CCCCCCC\C=C/CCCCCCCC)=O)CC(=O)OC1=C(C=C(C=C1C)CO)C